O=C1NC2=C(SC3=C1C=CC(=C3)C(=O)OC)C=CC(=C2)C(NCCC2=CC=CC=C2)=O methyl 11-oxo-8-(phenethylcarbamoyl)-10,11-dihydrodibenzo[b,f][1,4]thiazepine-3-carboxylate